tert-Butyl (4-(5,6,7,8-tetrahydro-1,8-naphthyridin-2-yl)but-3-en-1-yl)carbamate N1=C(C=CC=2CCCNC12)C=CCCNC(OC(C)(C)C)=O